NC=1N=CC=C2C=CC(=NC12)C=1C=C(C=CC1)C#C[C@@](C)(O)C=1OC(=NN1)C (R)-4-[3-(8-amino-1,7-naphthyridin-2-yl)phenyl]-2-(5-methyl-1,3,4-oxadiazol-2-yl)but-3-yn-2-ol